{1-[3-(6,8-Difluoro-imidazo[1,2-a]pyridin-3-yl)-1-(2,2,2-trifluoroethyl)-1H-pyrazolo[4,3-c]pyridine-6-carbonyl]-azepan-3-yl}-carbamic acid tert-butyl ester C(C)(C)(C)OC(NC1CN(CCCC1)C(=O)C1=CC2=C(C=N1)C(=NN2CC(F)(F)F)C2=CN=C1N2C=C(C=C1F)F)=O